ClC=1C=C(C(=O)NCC2=C(C=CC3=C2N(C=N3)C)OC)C=CC1F 3-chloro-4-fluoro-N-((6-methoxy-1-methyl-1H-benzimidazol-7-yl)methyl)benzamide